BrC1=NC=C(C(=C1)/C=C(\C(=O)OCC)/O)[N+](=O)[O-] ethyl (E)-3-(2-bromo-5-nitro-4-pyridyl)-2-hydroxy-prop-2-enoate